C1(CCC1)OC1=C(C=CC(=N1)C1=CC(=C(OCCCC(=O)O)C(=C1)F)F)OC 4-[4-[6-(cyclobutoxy)-5-methoxy-2-pyridyl]-2,6-difluoro-phenoxy]butanoic acid